1-(1-(3,5-difluoro-4-(piperazin-1-yl)phenyl)ethyl)-3-(4-(2-(4-methoxyphenyl)propan-2-yl)thiazol-2-yl)urea FC=1C=C(C=C(C1N1CCNCC1)F)C(C)NC(=O)NC=1SC=C(N1)C(C)(C)C1=CC=C(C=C1)OC